ClC=1C=C(C=CC1C1=C(C2=C(N=CN=C2C)N1C)C1=CC[C@@H](CC1)C(=O)N1CCCC1)N1C(C(CC1)=C)=O (R)-1-(3-chloro-4-(4,7-dimethyl-5-(4-(pyrrolidine-1-carbonyl)cyclohex-1-en-1-yl)-7H-pyrrolo[2,3-d]pyrimidin-6-yl)phenyl)-3-methylenepyrrolidin-2-one